N-methyl-3-((2-oxo-1-(o-tolyl)-7-(trifluoromethyl)-1,2-dihydropyrido[2,3-d]pyrimidin-4-yl)amino)propane-1-sulfonamide CNS(=O)(=O)CCCNC=1C2=C(N(C(N1)=O)C1=C(C=CC=C1)C)N=C(C=C2)C(F)(F)F